C(C)N1N=C2C(=CC(=CC2=C1N(C1=NC(=C(C#N)C=C1)C1=CC=C(C=C1)F)C)N1CCNCC1)F 6-((2-ethyl-7-fluoro-5-(piperazin-1-yl)-2H-indazol-3-yl)(methyl)amino)-2-(4-fluorophenyl)nicotinonitrile